(R)-(5-(7-chloro-3-fluoro-8-((1-(3-fluoropyridin-2-yl)ethyl)amino)-6-methyl-1,5-naphthyridin-2-yl)pyridin-2-yl)dimethylphosphine oxide ClC1=C(N=C2C=C(C(=NC2=C1N[C@H](C)C1=NC=CC=C1F)C=1C=CC(=NC1)P(C)(C)=O)F)C